FC=1C=C(C=CC1OC(C)C)C(CC1=NC(=NC(=N1)N[C@@H](CO)CC(C)C)NS(=O)(=O)C)C N-(4-(2-(3-fluoro-4-isopropoxyphenyl)propyl)-6-(((R)-1-hydroxy-4-methylpent-2-yl)amino)-1,3,5-triazin-2-yl)methanesulfonamide